(4-(3-oxo-3-(phenylamino)propyl)-1-phenyl-1H-imidazol-2-yl)-3-(3-(trifluoromethyl)-1H-pyrazol-4-yl)benzamide O=C(CCC=1N=C(N(C1)C1=CC=CC=C1)C1=C(C(=O)N)C=CC=C1C=1C(=NNC1)C(F)(F)F)NC1=CC=CC=C1